O.Cl.C1CN2C(CCC3=CC=CC1=C23)=O 5,6-dihydro-1H-pyrrolo[3,2,1-ij]quinolin-4(2H)-one hydrochloride hydrate